tert-butyl (3-(4-amino-5-iodo-7H-pyrrolo[2,3-d]pyrimidin-7-yl)propyl)carbamate NC=1C2=C(N=CN1)N(C=C2I)CCCNC(OC(C)(C)C)=O